FC1=C(C=CC=C1C1N(CCC2=C1N=C(N2)C2=C(C=CC(=C2)OC=2C(=C1C=CN(C1=CC2F)S(=O)(=O)C2=CC=C(C=C2)C)S(=O)(=O)C)F)C)CCC(=O)OCC ethyl 3-[2-fluoro-3-[2-[2-fluoro-5-[6-fluoro-4-methylsulfonyl-1-(p-tolylsulfonyl)indol-5-yl]oxy-phenyl]-5-methyl-1,4,6,7-tetrahydroimidazo[4,5-c]pyridin-4-yl]phenyl]propanoate